N-(6-chloropyridazin-3-yl)-2-phenylacetamide ClC1=CC=C(N=N1)NC(CC1=CC=CC=C1)=O